O=C1NC(CCC1N1C(C2=CC=CC(=C2C1=O)NCCOCCOCCC(=O)N)=O)=O 3-[2-(2-{[2-(2,6-dioxopiperidin-3-yl)-1,3-dioxo-2,3-dihydro-1H-isoindol-4-yl]amino}ethoxy)ethoxy]propanamide